nickel-chromium aluminum yttrium silicon boron [B].[Si].[Y].[Al].[Cr].[Ni]